tri-octyl-methyl-ammonium chloride [Cl-].C(CCCCCCC)[N+](C)(CCCCCCCC)CCCCCCCC